The molecule is a monocarboxylic acid that is phenanthrene-1-carboxylic acid that is substituted by a methylenedioxy group at the 3,4 positions, by a methoxy group at position 8, and by a nitro group at position 10. It is the most abundant of the aristolochic acids and is found in almost all Aristolochia (birthworts or pipevines) species. It has been tried in a number of treatments for inflammatory disorders, mainly in Chinese and folk medicine. However, there is concern over their use as aristolochic acid is both carcinogenic and nephrotoxic. It has a role as a nephrotoxin, a carcinogenic agent, a mutagen, a toxin and a metabolite. It is a monocarboxylic acid, a C-nitro compound, a cyclic acetal, an organic heterotetracyclic compound and an aromatic ether. COC1=CC=CC2=C3C(=C(C=C21)[N+](=O)[O-])C(=CC4=C3OCO4)C(=O)O